COC(=O)C=1N2C(SC1)=CN=C2 Imidazo[5,1-b]Thiazole-3-carboxylic acid methyl ester